methyl 4-bromo-2-(3-(methoxycarbonyl)pentane-3-yl)benzoate Methyl-4-bromo-2-(2-methoxy-2-oxoethyl)benzoate COC(C1=C(C=C(C=C1)Br)CC(=O)OC)=O.BrC1=CC(=C(C(=O)OC)C=C1)C(CC)(CC)C(=O)OC